1-methyl-3-(2-phenyl-2-oxoethyl)-5-methoxyimidazole CN1CN(C=C1OC)CC(=O)C1=CC=CC=C1